[C@@H]12CN(C[C@@H](O1)C2)CC=2N=CC(=NC2)C=2C(=CC(=NC2)NC(C)=O)NC2=NC(=NC(=C2)CC)C(C)(F)F N-(5-(5-(((1R,5S)-6-oxa-3-azabicyclo[3.1.1]heptan-3-yl)methyl)pyrazin-2-yl)-4-((2-(1,1-difluoroethyl)-6-ethylpyrimidin-4-yl)amino)pyridin-2-yl)acetamide